ClC=1C=CC(=C(C1)NS(=O)(=O)C=1NC(=CC1)C=1OC(=NN1)C1=CC=C(C=C1)F)C N-(5-chloro-2-methylphenyl)-5-(5-(4-fluorophenyl)-1,3,4-oxadiazol-2-yl)-1H-pyrrole-2-sulfonamide